trifluoroNonanol FC(CCCCCCCCO)(F)F